CC1=NOC(=C1C1=CC(=C(C=C1)NC1CC(NCC1)=O)[N+](=O)[O-])C 4-((4-(3,5-dimethylisoxazol-4-yl)-2-nitrophenyl)amino)piperidin-2-one